NC1=C2CCCC2=CC=C1 4-amino-2,3-dihydro-1H-inden